1-[4-[[(3S)-2,6-dioxo-3-piperidinyl]amino]-2-fluoro-phenyl]-4-hydroxy-piperidine-4-carboxylic acid O=C1NC(CC[C@@H]1NC1=CC(=C(C=C1)N1CCC(CC1)(C(=O)O)O)F)=O